C[C@]12CC3(CC(C[C@@](C1)(C3)C)C2)NC(NC2=CC=C(C(=O)N3CC(CCC3)C(=O)NO)C=C2)=O 1-(4-{3-[(1r,3R,5S,7r)-3,5-dimethyladamantan-1-yl]ureido}benzoyl)-N-hydroxypiperidine-3-carboxamide